4-amino-2-((2S,3R)-3-((tert-butyldimethylsilyl)oxy)-2-(cyclopentyloxy)-3-(3,5-dimethoxy-4-methylphenyl)propyl)pyrazolo[1,5-a]pyridine-7-carboxylic acid methyl ester COC(=O)C1=CC=C(C=2N1N=C(C2)C[C@@H]([C@@H](C2=CC(=C(C(=C2)OC)C)OC)O[Si](C)(C)C(C)(C)C)OC2CCCC2)N